NC1=C(C2C(N(C=NC2C=C1)C)=O)Br 6-amino-5-bromo-3-methyl-4a,8a-dihydroquinazolin-4(3H)-one